2,6-dimethoxy-4-[7-(1-methylpyrazol-4-yl)imidazo[1,2-a]pyridin-3-yl]benzoic acid COC1=C(C(=O)O)C(=CC(=C1)C1=CN=C2N1C=CC(=C2)C=2C=NN(C2)C)OC